C(C)(C)(C)OC(=O)N1CC(C(CC1)C1=NC=2C(=NC=CC2C2CCN(CC2)C(C2=CC=C(C=C2)OC(F)(F)F)=O)N1)F.ClC=1C=C(NCC=2C=NC(=CC2)Cl)C=CC1 3-chloro-N-((6-chloropyridin-3-yl)methyl)aniline tert-butyl-(rac)-3-fluoro-4-[7-[1-[4-(trifluoromethoxy)benzoyl]-4-piperidyl]-3H-imidazo[4,5-b]pyridin-2-yl]piperidine-1-carboxylate